CCCCC/C=C\C/C=C\CCCCCCCCCCCC(=O)O[C@H](COC(=O)CCCCCCC/C=C\CCCC)COP(=O)(O)OC[C@@H](C(=O)O)N 1-(9Z-tetradecenoyl)-2-(13Z,16Z-docosadienoyl)-glycero-3-phosphoserine